C(CCCCCCC)C(CC1=C(C(=O)OCC2=CN=C(S2)S(=O)(=O)CC)C=CC(=C1)O)CCCCCCCCCC (2-(ethylsulfonyl)thiazol-5-yl)methanol 2-octyldodecyl-4-hydroxybenzoate